C(C=C)(=O)N1CCN(CC1)C1=NC(N2C3=C(C(=C(C=C13)Cl)C1=C(C=C(C=C1)F)F)SC[C@@H](C2)OC)=O (3R)-8-(4-acryloylpiperazin-1-yl)-10-chloro-11-(2,4-difluorophenyl)-3-methoxy-3,4-dihydro-2H,6H-[1,4]thiazepino[2,3,4-ij]quinazolin-6-one